CNCCCCCCCCCCCCCCCCCCCC N-methyl-eicosane-1-amine